1,1,2,2-Tetrafluoroethyl-2,2,2-trifluoroethyl ether FC(C(F)F)(F)C(C(F)(F)F)OC(C(F)(F)F)C(C(F)F)(F)F